3-bromo-5-((1-methoxy-3-methyl-1-oxobutan-2-ylimino)methyl)phenyl 3-methylbenzoate CC=1C=C(C(=O)OC2=CC(=CC(=C2)C=NC(C(=O)OC)C(C)C)Br)C=CC1